C(#N)C1=CC=C(C(=N1)C(F)(F)F)C1=C(C=C2C(=CN(C2=C1)CC(C)(C)C)[C@@H](C(F)F)NS(=O)(=O)C1CC1)F (S)-N-(1-(6-(6-cyano-2-(trifluoromethyl)pyridin-3-yl)-5-fluoro-1-neopentyl-1H-indol-3-yl)-2,2-difluoroethyl)cyclopropanesulfonamide